ClC1=CC=C(C(=O)NC2=C(C=CC=C2)C=2OC3=C(C2)C=CC(=C3)CN3CCN(CC3)C(=O)OC(C)(C)C)C=C1 tert-Butyl 4-((2-(2-(4-chlorobenzamido)phenyl)benzofuran-6-yl)methyl)piperazine-1-carboxylate